naphthylether sulfate S(=O)(=O)(O)O.C1(=CC=CC2=CC=CC=C12)OC1=CC=CC2=CC=CC=C12